C(C)(C)(C)OC(=O)N[C@@H](CN1N=CC=C1)C(=O)O N-(tert-butoxycarbonyl)-3-(1H-pyrazol-1-yl)-L-alanine